1-(2,6-dichlorophenyl)-1-(pyridin-2-yl)methylamine ClC1=C(C(=CC=C1)Cl)C(C1=NC=CC=C1)N